(2-fluoroethoxy)(2,2,2-trifluoroethoxy)methane FCCOCOCC(F)(F)F